Sodium (S)-(4-((5,7-difluorochroman-4-yl) oxy)-6-(dimethylcarbamoyl)-2-methyl-1H-benzo[d]imidazol-1-yl) methylphosphonate CP(ON1C(=NC2=C1C=C(C=C2O[C@H]2CCOC1=CC(=CC(=C21)F)F)C(N(C)C)=O)C)([O-])=O.[Na+]